BrC1=CC2=C(N=C(S2)N2CCC(CC2)COC(C(F)(F)F)=O)C=C1C(=O)OC 5-Methyl 6-bromo-2-[4-[(2,2,2-trifluoroacetyl)oxymethyl]-1-piperidyl]-1,3-benzothiazole-5-carboxylate